5-Amino-3-(4-[1-[(3-[3-methyl-bicyclo[1.1.1]pent-1-yl]-1,2-oxazol-5-yl)carbamoyl]ethyl]phenyl)-1-(1-methylcyclopropyl)pyrazole-4-carboxamide NC1=C(C(=NN1C1(CC1)C)C1=CC=C(C=C1)C(C)C(NC1=CC(=NO1)C12CC(C1)(C2)C)=O)C(=O)N